2-(2-(2-(methylamino)ethoxy)ethoxy)ethanol CNCCOCCOCCO